(2S,3R)-4-TERT-BUTYL 1-METHYL 2-((S)-6'-CHLORO-5-(HEPT-6-EN-1-YL)-3',4,4',5-TETRAHYDRO-2H,2'H-SPIRO[BENZO[B][1,4]OXAZEPINE-3,1'-NAPHTHALEN]-7-YL)-2-HYDROXY-3-METHYLSUCCINATE ClC=1C=C2CCC[C@]3(C2=CC1)CN(C1=C(OC3)C=CC(=C1)[C@](C(=O)OC)([C@H](C(=O)OC(C)(C)C)C)O)CCCCCC=C